3-[4-(hydroxymethyl)-2-(2-hydroxypropan-2-yl)-1,3-thiazole-5-sulfonyl]urea OCC=1N=C(SC1S(=O)(=O)NC(N)=O)C(C)(C)O